NC=1C2=C(N=C(N1)C)N(C=C2C=2C(=CC(=NC2)NC(C(O)C2=CC(=CC=C2)F)=O)C)C N-(5-(4-amino-2,7-dimethyl-7H-pyrrolo[2,3-d]pyrimidin-5-yl)-4-methylpyridin-2-yl)-2-(3-fluorophenyl)-2-hydroxyacetamide